C12NC3C(C(CC(C1O)C3)C2)O 2-azaadamantane-4,8-diol